C(C)(C)(C)OC(=O)N(CCC1=NC(=CC=C1[N+](=O)[O-])OC)CC1=C(C=CC=C1F)NC1=C(C(=O)O)C=C(C(=C1)C(F)(F)F)F 2-((2-(((tert-Butoxycarbonyl)(2-(6-methoxy-3-nitropyridin-2-yl)ethyl)amino)-methyl)-3-fluorophenyl)amino)-5-fluoro-4-(trifluoromethyl)benzoic acid